Cl.C1N(CCC2=CC=CC=C12)C[C@H](CN1CC(OC2=C(C1=O)C=CC(=C2)O[C@H]2[C@@H](CN(CC2)CCO)F)C)O 4-[(2R)-3-(3,4-dihydro-1H-isoquinolin-2-yl)-2-hydroxy-propyl]-8-[[(3R,4R)-3-fluoro-1-(2-hydroxyethyl)-4-piperidinyl]oxy]-2-methyl-2,3-dihydro-1,4-benzoxazepin-5-one hydrochloride